FC(CC1CO1)(C(F)(F)F)OC(C(C(F)(F)F)(F)F)(F)F [2,3,3,3-tetrafluoro-2-(heptafluoropropoxy)propyl] ethylene oxide